IC(CC[C@@H](C)C1CCC2(C=3CCC4C(C(CCC4(C3CCC12C)C)O)(C)C)C)C(C)(C)OC 17-((2R)-5-iodo-6-methoxy-6-methylheptane-2-yl)-4,4,10,13,14-pentamethyl-2,3,4,5,6,7,10,11,12,13,14,15,16,17-tetradecahydro-1H-cyclopenta[a]phenanthrene-3-ol